N=1N(N=CC1)C1=C(C=C(C=N1)NC(C1=C(C=C(C=C1)C=1C=NC=CC1Cl)C(F)(F)F)=O)C(F)(F)F N-(6-(2H-1,2,3-triazol-2-yl)-5-(trifluoromethyl)pyridin-3-yl)-4-(4-chloropyridin-3-yl)-2-(trifluoromethyl)benzamide